NC1=NC=CC(=N1)C=1C=C(OC(C(=O)OCC)(C)C)C=CC1 ethyl 2-(3-(2-aminopyrimidin-4-yl) phenoxy)-2-methylpropionate